cesium-sodium [Na].[Cs]